OCCS(=O)(=O)O 2-hydroxy-1-ethanesulfonic acid